BrC1=C(N(C2=NC(=CC=C21)C)C)C(=O)OCC ethyl 3-bromo-1,6-dimethyl-1H-pyrrolo[2,3-b]pyridine-2-carboxylate